C(CCC)C=1C=C(C(=C(C1)OCN(C(OC)=O)C1=CC=CC=C1)CC=C(CCC=C(C)C)C)OCN(C(OC)=O)C1=CC=CC=C1 dimethyl (((5-butyl-2-(3,7-dimethylocta-2,6-dien-1-yl)-1,3-phenylene) bis(oxy))bis(methylene))(E)-bis(phenylcarbamate)